7-chloro-2-(4-methoxyphenyl)quinoline ClC1=CC=C2C=CC(=NC2=C1)C1=CC=C(C=C1)OC